(S)-N-[5-[2-(6-tert-butyl-8-fluoro-1-oxo-phthalazin-2-yl)-3-(hydroxymethyl)-4-pyridinyl]-1-methyl-2-oxo-3-pyridinyl]-6-methyl-6-azaspiro[2.5]octane-2-carboxamide C(C)(C)(C)C=1C=C2C=NN(C(C2=C(C1)F)=O)C1=NC=CC(=C1CO)C=1C=C(C(N(C1)C)=O)NC(=O)[C@H]1CC12CCN(CC2)C